3-((12-(2-fluorophenyl)dodecyl)oxy)propyl hydrogen ((((R)-1-(6-amino-9H-purin-9-yl)propan-2-yl)oxy)methyl)phosphonate NC1=C2N=CN(C2=NC=N1)C[C@@H](C)OCP(OCCCOCCCCCCCCCCCCC1=C(C=CC=C1)F)(O)=O